(S)-3-(1-(2-amino-5-chloropyrimidin-4-ylamino)ethyl)-8-methyl-2-phenylisoquinoline-1(2H)-one NC1=NC=C(C(=N1)N[C@@H](C)C=1N(C(C2=C(C=CC=C2C1)C)=O)C1=CC=CC=C1)Cl